Methoxymethylpyridazine COCC=1N=NC=CC1